(R)-N-((7-fluoroquinoxalin-6-yl)methyl)-5-methoxy-4-(pyrrolidin-3-yloxy)pyridin-3-amine FC1=C(C=C2N=CC=NC2=C1)CNC=1C=NC=C(C1O[C@H]1CNCC1)OC